4-methyl-N-methyl-5-piperazin-1-yl-pyridinecarboxamide CC1=CC(=NC=C1N1CCNCC1)C(=O)NC